(1R,2R)-1-amino-2-indanol N[C@H]1[C@@H](CC2=CC=CC=C12)O